C1(CC1)C1=C(C=C2NC(C=3N(C2=C1)C=CC3F)=O)CN3CC(C(=CC3)C=3C=NC(=CC3)C(=O)NC)F 1'-((8-cyclopropyl-3-fluoro-4-oxo-4,5-dihydropyrrolo[1,2-a]quinoxalin-7-yl)methyl)-3'-fluoro-N-methyl-1',2',3',6'-tetrahydro-[3,4'-bipyridine]-6-carboxamide